N-[9-[(2R,4S,5R)-4-hydroxy-5-(hydroxymethyl)tetrahydrofuran-2-yl]-6-oxo-1H-purin-2-yl]-2-methyl-propanamide O[C@H]1C[C@@H](O[C@@H]1CO)N1C=2N=C(NC(C2N=C1)=O)NC(C(C)C)=O